CC1=CC(=NC(=N1)N1CCCC1)C=1C=NN(C1)C1=CC=CC=C1[N+](=O)[O-] 4-(4-(6-methyl-2-(pyrrolidin-1-yl)pyrimidin-4-yl)-1H-pyrazol-1-yl)-5-nitrobenzene